7-(2-bromo-3-(3,6-di-tert-butyl-9H-carbazol-9-yl)phenyl)-7H-dibenzo[b,g]carbazole BrC1=C(C=CC=C1N1C2=CC=C(C=C2C=2C=C(C=CC12)C(C)(C)C)C(C)(C)C)N1C2=CC=C3C(=C2C=2C=C4C(=CC12)C=CC=C4)C=CC=C3